ClC=1C=C(C=CC1OC)NC(=O)C=1C=2C(C(NC2C=CC1)=O)=CC=1NC(=C(C1C)C(NCCCN(CC)CC)=O)C 3-[4-(3-diethylamino-propylcarbamoyl)-3,5-dimethyl-1H-pyrrol-2-ylmethylene]-2-Oxo-2,3-dihydro-1H-indole-4-carboxylic acid (3-chloro-4-methoxy-phenyl) amide